6-bromo-4-methoxy-1-(4-methoxyphenyl)-1H-benzo[d]Imidazole BrC=1C=C(C2=C(N(C=N2)C2=CC=C(C=C2)OC)C1)OC